(±)-1-(6-(3,3-difluoropiperidin-4-yl)-1-methyl-1H-indazol-3-yl)dihydropyrimidine-2,4(1H,3H)-dione hydrochloride Cl.FC1(CNCC[C@@H]1C1=CC=C2C(=NN(C2=C1)C)N1C(NC(CC1)=O)=O)F |r|